5-(3-benzyl-5-morpholinophenyl)-4-methylthiazol-2-amine C(C1=CC=CC=C1)C=1C=C(C=C(C1)N1CCOCC1)C1=C(N=C(S1)N)C